[Ag].[N].[Ta] tantalum nitrogen compound with silver